α,α-diethyl-δ-valerolactone C(C)C1(C(=O)OCCC1)CC